BrC1=C(OC=C1)C(=O)NCC1=CC2=C(C(N(C2)C2C(NC(CC2)=O)=O)=O)S1 3-bromo-N-((5-(2,6-dioxopiperidin-3-yl)-6-oxo-5,6-dihydro-4H-thieno[2,3-c]pyrrol-2-yl)methyl)furan-2-carboxamide